4'-methoxy-2-hydroxyacetophenone COC1=CC=C(C=C1)C(CO)=O